racemic-5-(4-(5-methoxy-2-azabicyclo[2.2.1]heptan-2-yl)-6,6-dimethyl-8,9-dihydro-6H-[1,4]oxazino[4,3-e]purin-2-yl)pyrimidin-2-amine COC1C2CN(C(C1)C2)C=2C=1N=C3N(C1N=C(N2)C=2C=NC(=NC2)N)CCOC3(C)C